2-(3-methyl-isoxazol-5-yl)-N-(5-(pyrrolidin-2-yl)-1H-pyrazol-3-yl)acetamide CC1=NOC(=C1)CC(=O)NC1=NNC(=C1)C1NCCC1